BrC1=CC(=C(C=C1)C)[N+](=O)[O-] 4-bromo-1-methyl-2-nitrobenzene